Cl.NC1(CCCCC1)C(=O)O aminocyclohexane-1-carboxylate hydrochloride